C1(CC1)N1N=C(C=C1)S(=O)(=O)NC(NC1=C2CCCC2=CC(=C1C=1C=CC=2N(C1)N=CC2)C)=O cyclopropyl-N-((6-methyl-5-(pyrazolo[1,5-a]pyridin-6-yl)-2,3-dihydro-1H-inden-4-yl)carbamoyl)-1H-pyrazole-3-sulfonamide